SC=1OC2=C(N1)C=C(C=C2)C(=O)OC Methyl 2-sulfanyl-1,3-benzoxazole-5-carboxylate